imidazo[1,2-b][1,2,4]triazine N=1N2C(N=CC1)=NC=C2